FC=1C=C(C=CC1N1CCCSCCC1)N1C(O[C@H](C1)CNC(CCC)=O)=O (S)-N-((3-(3-fluoro-4-(1,5-thiazocan-5-yl)phenyl)-2-oxooxazolidin-5-yl)methyl)butyramide